N[C@H]1CN(CCC1)C(=O)C1=CC2=C(N(C(=N2)C2=CC=3C=4N2C(CNC4C=CC3)C)C)C(=C1)OC ((R)-3-aminopiperidin-1-yl)(7-methoxy-1-methyl-2-(3-methyl-2,3-dihydro-1H-pyrrolo[1,2,3-de]quinoxalin-5-yl)-1H-benzo[d]imidazol-5-yl)methanone